CC(=CCC1=C(C=CC2=C1OC3=C2C(=O)OC4=C3C=CC(=C4)O)O)C The molecule is a member of the class of coumestans that is coumestrol with a prenyl substituent at position 10. It has a role as a plant metabolite. It is a member of coumestans, an olefinic compound, an organic heterotetracyclic compound, a delta-lactone and a polyphenol. It derives from a coumestrol.